N1=CN=C(C2=C1NCC2)NC2=CC1=C(C(NC13CCCCC3)=O)S2 2'-((6,7-dihydro-5H-pyrrolo[2,3-d]pyrimidin-4-yl)amino)spiro[cyclohexane-1,4'-thieno[2,3-c]pyrrol]-6'(5'H)-one